N[C@@H](CC(C)C)C(=O)N[C@@H](CC(C)C)C(=O)O LEUCYL-L-LEUCINE